ethyl 1-(4-methoxybenzyl)-5-methyl-4-amino-1H-pyrazole-3-carboxylate COC1=CC=C(CN2N=C(C(=C2C)N)C(=O)OCC)C=C1